[Mo].[Cr].[Co] cobalt chromium molybdenum